(3S)-1-[2-[4-(o-tolyl)-2-oxo-chromen-7-yl]oxypropionyl]piperidine-3-carboxylic acid C1(=C(C=CC=C1)C1=CC(OC2=CC(=CC=C12)OC(C(=O)N1C[C@H](CCC1)C(=O)O)C)=O)C